2-(4-methylpiperazinyl)ethylamine CN1CCN(CC1)CCN